(2S)-1-[2-[4-[methyl-(6-methyl-3-quinolinyl)amino]-1-piperidinyl]acetyl]pyrrolidine-2-carbonitrile CN(C1CCN(CC1)CC(=O)N1[C@@H](CCC1)C#N)C=1C=NC2=CC=C(C=C2C1)C